N-(2-aminoethyl)-4-methylbenzenesulfonamide NCCNS(=O)(=O)C1=CC=C(C=C1)C